OCCCCCCN(CC(CCCCCC)O)CC(CCCCCC)O 1-[(6-hydroxyhexyl)(2-hydroxyoctyl)amino]octan-2-ol